ClC=1C=C(C=C(C1O)Cl)C(C)(C)C1=CC(=C(C(=C1)Cl)O)Cl 2,2-bis(3,5-dichloro-4-hydroxyphenyl)-propane